tert-butyl (4,5,6-trichloropyridin-2-yl)carbamate ClC1=CC(=NC(=C1Cl)Cl)NC(OC(C)(C)C)=O